spiro[indolin-3,3'-pyrrolidin]-2-one N1CC2(CC1)C(NC1=CC=CC=C12)=O